4-(((2S,4R)-4-fluoro-2-(3-(3-phenylpropyl)-1,2,4-oxadiazole-5-yl)pyrrolidin-1-yl)sulfonyl)-N,N-dimethylaniline F[C@@H]1C[C@H](N(C1)S(=O)(=O)C1=CC=C(N(C)C)C=C1)C1=NC(=NO1)CCCC1=CC=CC=C1